C(C)C(CC1=C(SC=2C=CSC21)[Sn](CCCC)(CCCC)CCCC)CCCC (2-ethylhexyl)-2-tributylstannylthienothiophene